C1=C(C=CC=2OC3=C(C21)C=CC=C3)[C@@H](C)NC=3C(N(C(=CN3)N3CCOCC3)CC(=O)OC(C)(C)C)=O Tert-butyl (R)-2-(3-((1-(dibenzo[b,d]furan-2-yl)ethyl)amino)-6-morpholino-2-oxopyrazin-1(2H)-yl)acetate